C(C)(C)C1=C(C=CC=C1)C1N(C(CN(C1)CC=1C=NN(C1)C)=O)C1CC2(C1)CCN(CC2)C(=O)OC(C)(C)C tert-butyl 2-(2-(2-isopropylphenyl)-4-((1-methyl-1H-pyrazol-4-yl) methyl)-6-oxopiperazin-1-yl)-7-azaspiro[3.5]nonane-7-carboxylate